3,5,5-trimethyldihydrofuran-2(3H)-one CC1C(OC(C1)(C)C)=O